4-hydroxy-7-(pyrrolidin-1-yl)-2H-chromen-2-one OC1=CC(OC2=CC(=CC=C12)N1CCCC1)=O